N[C@@H](C(C)C)C(=O)O[C@@H]1[C@H](O[C@]([C@@H]1O)(C1=CC=C2C(=NC=NN21)NC(C(C)(C)OC)=O)C#N)COC(CC2CCCCCC2)=O (2R,3S,4R,5R)-5-cyano-2-((2-cycloheptylacetoxy)methyl)-4-hydroxy-5-(4-(2-methoxy-2-methylpropanamido)pyrrolo[2,1-f][1,2,4]triazin-7-yl)tetrahydrofuran-3-yl L-valinate